The molecule is an organic cation which is an intermediate in the biosynthetic pathway leading to the synthesis of the monoterpenoid indole alkaloids, catharanthine and tabersonine. It is a methyl ester, a monoterpenoid indole alkaloid, an organic heterotetracyclic compound, an acetate ester and an organic cation. CCC1C=[N+]2CC[C@@H]1[C@](C3=C(CC2)C4=CC=CC=C4N3)(COC(=O)C)C(=O)OC